Cl.BrC=1C=C2CC(C(C2=CC1)N)(CC)CC 5-bromo-2,2-diethyl-2,3-dihydro-1H-inden-1-amine hydrochloride